C(C)OC(=O)C1=C(SC(=C1C(=O)OCC)Br)N 2-amino-5-bromothiophene-3,4-dicarboxylic acid diethyl ester